2'-chloro-4'-fluoro-[1,1'-biphenyl]-4-sulfonyl chloride ClC1=C(C=CC(=C1)F)C1=CC=C(C=C1)S(=O)(=O)Cl